Tert-butyl 4-[5-fluoro-1-[1-[(4-methoxyphenyl)methyl]-2,6-dioxo-3-piperidyl]-3-methyl-2-oxo-benzimidazol-4-yl]piperidine-1-carboxylate FC1=C(C2=C(N(C(N2C)=O)C2C(N(C(CC2)=O)CC2=CC=C(C=C2)OC)=O)C=C1)C1CCN(CC1)C(=O)OC(C)(C)C